Methyl 5-(methylamino)-6-(3-methylimidazo[4,5-c]pyridin-7-yl)-3-[4-(2-morpholinoethoxy)anilino]pyrazine-2-carboxylate CNC=1N=C(C(=NC1C=1C2=C(C=NC1)N(C=N2)C)C(=O)OC)NC2=CC=C(C=C2)OCCN2CCOCC2